Cl.FC1=C(C=CC=C1)S(=O)(=O)N fluorobenzenesulfonamide hydrochloride